CN1N=CC=C1NC(CCCC)=O N-(2-methylpyrazol-3-yl)pentanamide